{6-[(diethylamino)methyl]naphthalen-2-yl}methyl[4-(hydroxycarbamoyl)phenyl]carbamate C(C)N(CC)CC=1C=C2C=CC(=CC2=CC1)OC(N(C1=CC=C(C=C1)C(NO)=O)C)=O